[N-](S(=O)(=O)C(F)(F)F)S(=O)(=O)C(F)(F)F.CC1(CC=CC=C1)[N+]1=CC=C(C=C1)C1=CC=[NH+]C=C1.[N-](S(=O)(=O)C(F)(F)F)S(=O)(=O)C(F)(F)F 1-methyl-phenyl-4,4'-bipyridinium bis(trifluoromethanesulfonyl)imide